ClC=1C=C(C(=C(C#N)C1)F)OC1=C(N=CN(C1=O)CC=1C(NC(=CC1)C)=O)C(C(F)F)(F)F 5-chloro-2-fluoro-3-((1-((6-methyl-2-oxo-1,2-dihydropyridin-3-yl)methyl)-6-oxo-4-(1,1,2,2-tetrafluoroethyl)-1,6-dihydropyrimidin-5-yl)oxy)benzonitrile